C(C)OC(C)OC1(C=C)CC=CC=C1 1-(1-ethoxyethoxy)styrene